Tert-butyl (5-(5-((1S,2S)-2-fluorocyclopropane-1-carboxamido)-1-methyl-1H-pyrrolo[2,3-c]pyridin-2-yl)-4,6-dimethoxypyrimidin-2-yl)(methyl)carbamate F[C@@H]1[C@@H](C1)C(=O)NC=1C=C2C(=CN1)N(C(=C2)C=2C(=NC(=NC2OC)N(C(OC(C)(C)C)=O)C)OC)C